COC1=CC=C(C=C1)CN(C1=CC(=CC(=N1)C1=C(C=C2C(=NC(=NC2=C1F)F)N1CC2CCC(C1)N2C(=O)OC(C)(C)C)C(F)(F)F)C)CC2=CC=C(C=C2)OC tert-butyl 3-[7-[6-[bis[(4-methoxyphenyl)methyl]amino]-4-methyl-2-pyridyl]-2,8-difluoro-6-(trifluoromethyl)quinazolin-4-yl]-3,8-diazabicyclo[3.2.1]octane-8-carboxylate